(S)-2-((4-(3-((5-cyanopyridin-2-yl)methoxy)phenyl)piperazin-1-yl)methyl)-3-(oxetan-2-ylmethyl)-3H-imidazo[4,5-b]pyridine-5-carboxylic acid C(#N)C=1C=CC(=NC1)COC=1C=C(C=CC1)N1CCN(CC1)CC1=NC=2C(=NC(=CC2)C(=O)O)N1C[C@H]1OCC1